6-(1-methyl-1H-pyrazol-4-yl)-3-(4-(1-((6-methylpyridin-3-yl)methyl)-1H-1,2,4-triazol-3-yl)piperazin-1-yl)pyrazolo[1,5-a]pyridine CN1N=CC(=C1)C=1C=CC=2N(C1)N=CC2N2CCN(CC2)C2=NN(C=N2)CC=2C=NC(=CC2)C